3-((7-Cyclopropyl-1-(2-methylpyridin-3-yl)-2-oxo-1,2-dihydro-quinazolin-4-yl)amino)-N-methylpropanamide C1(CC1)C1=CC=C2C(=NC(N(C2=C1)C=1C(=NC=CC1)C)=O)NCCC(=O)NC